C(C)NC=1C(=C(C(=O)Cl)C(=C(C1I)NCC)I)I 3,5-diethylamino-2,4,6-triiodobenzoyl chloride